FC1=C(CN(C(C2=C(N=CC(=C2)F)OC(F)F)=O)C)C=CC(=C1)F N-(2,4-difluorobenzyl)-2-(difluoromethoxy)-5-fluoro-N-methylnicotinamide